3,4,5-trifluorophenylmagnesium chloride FC=1C=C(C=C(C1F)F)[Mg]Cl